dimethyl suberimidate 2HCl Cl.Cl.C(CCCCCCC(OC)=N)(OC)=N